C1(=CC=CC=C1)CC(=O)NCC1N(CCNC1)C(=O)[O-] 2-((2-phenylacetamido)methyl)piperazine-1-carboxylate